5-chloro-3-((3,5-dimethylphenyl)sulfonyl)-N-(2-(pyridine-3-sulfonamido)ethyl)-1H-indole-2-carboxamide ClC=1C=C2C(=C(NC2=CC1)C(=O)NCCNS(=O)(=O)C=1C=NC=CC1)S(=O)(=O)C1=CC(=CC(=C1)C)C